C(OCO)(OCO)=O dimethylol carbonate